ClC1=NN2C(C=N1)=C(C=C2C2(CC2)C=O)F 1-{2-chloro-5-fluoropyrrolo[2,1-f][1,2,4]triazin-7-yl}cyclopropane-1-carbaldehyde